N,N,6-trimethyl-pyridazine-4-carboxamide CN(C(=O)C1=CN=NC(=C1)C)C